(5S,8R)-N-(3-chloro-4-(trifluoromethyl)phenyl)-2-(trifluoromethyl)-6,7,8,9-tetrahydro-5H-5,8-epiminocyclohepta[d]pyrimidine-10-carboxamide ClC=1C=C(C=CC1C(F)(F)F)NC(=O)N1[C@H]2CC[C@@H]1CC=1N=C(N=CC12)C(F)(F)F